C(#C)[C@@]1(C(C(C(C1)=O)(C)C)=O)[C@H](CC(=O)OC(C)(C)C)O tert-butyl (S)-3-((R)-4-ethynyl-2,2-dimethyl-1,3-dioxocyclopent-4-yl)-3-hydroxypropionate